6-(2-chloro-6-fluorophenyl)-2-{[4-(1-methylpiperidin-4-yl)phenyl]amino}imidazo[1,2-a]pyrimido[5,4-e]pyrimidin-5(6H)-one ClC1=C(C(=CC=C1)F)N1C=2N(C3=C(C1=O)C=NC(=N3)NC3=CC=C(C=C3)C3CCN(CC3)C)C=CN2